[Pt]=O.[Rh] rhodium-platinum oxide